6-(3-(1H-tetrazol-5-yl)-1H-indazol-1-yl)-2-(4-(4-hydroxyphenyl)piperazin-1-yl)-9H-purin-9-acetic acid N1N=NN=C1C1=NN(C2=CC=CC=C12)C1=C2N=CN(C2=NC(=N1)N1CCN(CC1)C1=CC=C(C=C1)O)CC(=O)O